tert-Butyl 8-cyano-10-methyl-11-oxo-3,4,8,9,10,11-hexahydro-1H-pyrido[4',3':3,4]-pyrazolo[1,5-a][1,4]diazepine-2(7H)-carboxylate C(#N)C1CN(C(C=2N(C1)N=C1C2CN(CC1)C(=O)OC(C)(C)C)=O)C